(S)-2-(2-(3-(2-ethoxypropan-2-yl)-1-(1-(6-methylpyridin-3-yl)cyclopropyl)pyrrolidin-3-yl)ethyl)-5-fluoropyridine C(C)OC(C)(C)[C@@]1(CN(CC1)C1(CC1)C=1C=NC(=CC1)C)CCC1=NC=C(C=C1)F